FC(C1(CC1)CO)(F)F (1-(trifluoromethyl)cyclopropyl)methanol